(2-pyridyl)cyclopropanecarbaldehyde N1=C(C=CC=C1)C1(CC1)C=O